5-methyl-2-((4-(trifluoromethyl)benzyl)oxy)benzaldehyde CC=1C=CC(=C(C=O)C1)OCC1=CC=C(C=C1)C(F)(F)F